tert-butyl 3-((N,4-dimethyl-1H-imidazole-1-carboxamido)methyl)-3-fluoroazetidine-1-carboxylate CN(C(=O)N1C=NC(=C1)C)CC1(CN(C1)C(=O)OC(C)(C)C)F